(2R)-1-[(3,7-dimethyloctyl)oxy]-N,N-dimethyl-3-[(9Z,12Z)-octadec-9,12-dien-1-yloxy]propan-2-amine CC(CCOC[C@@H](COCCCCCCCC\C=C/C\C=C/CCCCC)N(C)C)CCCC(C)C